C(C)(C)(C)N(C(O)=O)C1=CC=2C=3N([C@@H](COC2N=C1)C)N=CC3.CC3NC1CCCCC1C3 octahydro-2-methylindole tert-butyl-[(5R)-5-methyl-5,6-dihydropyrazolo[1,5-d]pyrido[3,2-f][1,4]oxazepin-10-yl]carbamate